C(C1=CC=CC=C1)N1N=CC(=C1C)C(CN1C(C=CC(=C1)C(=C)C(F)(F)F)=O)=O 1-(2-(1-benzyl-5-methyl-1H-pyrazol-4-yl)-2-oxoethyl)-5-(3,3,3-trifluoroprop-1-en-2-yl)pyridin-2(1H)-one